ClC=1C(=NN(C1)CC)C(=O)N1CCN(CC1)CC(=O)C1=CC=C(C=C1)F 2-[4-(4-Chloro-1-ethyl-1H-pyrazole-3-carbonyl)-piperazin-yl]-1-(4-fluoro-phenyl)-ethanone